C(CCCCCCCCCCCCCCCCC)OS(=O)(=O)[O-] Stearylsulfate